N-(6-Chloro-2-fluoro-3-hydroxyphenyl)-2-((1-methyl-1H-pyrazol-3-yl)amino)thiazole-5-carboxamide ClC1=CC=C(C(=C1NC(=O)C1=CN=C(S1)NC1=NN(C=C1)C)F)O